4-amino-3-fluoro-2-methylbenzonitrile NC1=C(C(=C(C#N)C=C1)C)F